(7R,14R)-11-(3-amino-3-methyl-2,3-dihydrofuro[3,2-b]pyridin-6-yl)-1-(difluoromethoxy)-6-(methyl-d3)-6,7-dihydro-7,14-methanobenzo[f]pyrido[3',2':4,5]imidazo[1,2-a][1,4]diazocin NC1(COC=2C1=NC=C(C2)C=2C=CC=1N=C3N(C4=C5C(=CN([C@@H]3C4)C([2H])([2H])[2H])C=CC=C5OC(F)F)C1N2)C